ClC1=CC2=C(N(C(N=C2N2[C@H](CN([C@@H](C2)C)C(C=C)=O)C)=O)C=2C(=NC=CC2C)C(C)C)N=C1C1=CSC=C1C (M)-6-Chloro-4-[(2S,5R)-2,5-dimethyl-4-prop-2-enoyl-piperazin-1-yl]-1-(2-isopropyl-4-methyl-3-pyridyl)-7-(4-methyl-3-thienyl)pyrido[2,3-d]pyrimidin-2-one